C[Si](CC(=O)NCC)(CC(=O)NCC)C (dimethylsilylene)bis[N-ethylacetamide]